(S)-2-((5-Amino-6-fluoro-1H-pyrrolo[3,2-b]pyridin-2-yl)methyl)-5-fluoro-1'-((1-methyl-1H-indazol-5-yl)methyl)spiro[isoindoline-1,3'-pyrrolidine]-2',3-dione NC1=C(C=C2C(=N1)C=C(N2)CN2C(C1=CC(=CC=C1[C@@]21C(N(CC1)CC=1C=C2C=NN(C2=CC1)C)=O)F)=O)F